CC=1C=C2C(C=C(OC2=C(C1)[C@@H](C)NC1=C(C(=O)O)C=CC=C1)C1=C(C=CC=C1)C)=O 2-[[(1R)-1-[6-Methyl-2-(o-tolyl)-4-oxo-chromen-8-yl]ethyl]amino]benzoic acid